(R)-2-methyl-N-[(6S)-spiro[4,6-dihydrocyclopenta[d]thiazole-5,4'-piperidin]-6-yl]propane-2-sulfinamide CC(C)(C)[S@@](=O)N[C@@H]1C2=C(N=CS2)CC12CCNCC2